C(C)(=O)C=1C2=C(C(=NC1)N)C(=NN2[C@@H]2CN(CC2)C(C=C)=O)C#CC=2C=CC1=CN(N=C1C2)CC (S)-1-(3-(7-acetyl-4-amino-3-((2-ethyl-2H-indazol-6-yl)ethynyl)-1H-pyrazolo[4,3-c]pyridin-1-yl)pyrrolidin-1-yl)prop-2-en-1-one